NC1=NC=C(C=C1C=1C=C2CCNC(C2=CC1)=O)C1=CC(=C(C(=C1)C)C(=O)N1[C@@H](CCC1)C)C (R)-6-(2-amino-5-(3,5-dimethyl-4-(2-methylpyrrolidine-1-carbonyl)phenyl)pyridin-3-yl)-3,4-dihydroisoquinolin-1(2H)-one